C12C(CC(CC1)C(=O)O)O2 4-epoxycyclohexylcarboxylic acid